10,14-dimethyl-pentadecyl alcohol isobutyrate C(C(C)C)(=O)OCCCCCCCCCC(CCCC(C)C)C